tert-butyl 4-((6-(2-allyl-6-((2-methyl-2H-indazol-5-yl)amino)-3-oxo-2,3-dihydro-1H-pyrazolo[3,4-d]pyrimidin-1-yl)pyridin-2-yl)oxy)piperidine-1-carboxylate C(C=C)N1N(C2=NC(=NC=C2C1=O)NC1=CC2=CN(N=C2C=C1)C)C1=CC=CC(=N1)OC1CCN(CC1)C(=O)OC(C)(C)C